[Cl-].CC1C=NC2=CC(=CC=C12)C1=NN2C(C[NH2+]CC2)=C1C1=CC=NC=C1 2-(3-methyl-3H-indol-6-yl)-3-(pyridin-4-yl)-4,5,6,7-tetrahydropyrazolo[1,5-a]pyrazin-5-ium chloride